C1(CC1)C1=C2C(=NC=C1OCC=1C(=C(C=CC1F)NS(=O)(=O)C=1C(=NC=C(C1)F)OC)F)NN=C2C N-[3-[([4-cyclopropyl-3-methyl-1H-pyrazolo[3,4-b]pyridin-5-yl]oxy)methyl]-2,4-difluorophenyl]-5-fluoro-2-methoxypyridine-3-sulfonamide